COC1=C(C(=CC(=C1)C1=NC2=C(N1)C=CC(=C2)N2CCN(CC2)C2=CC=NC=C2)O)O 3-methoxy-5-(5-(4-(pyridin-4-yl)piperazin-1-yl)-1H-benzo[d]imidazol-2-yl)benzene-1,2-diol